CN1C=C(C=2C(N(C=C(C21)C)C)=O)C(=O)N2CC(C2)OC2=CC=CC=C2 1,5,7-trimethyl-3-((3-phenoxyazetidin-1-yl)carbonyl)-1,5-dihydro-4H-pyrrolo[3,2-c]pyridin-4-one